4-[2-[3-[2-(2,7-diazaspiro[4.4]nonan-2-yl)ethyl]cyclobutoxy]-5-ethylsulfonyl-phenyl]-6-methyl-1H-pyrrolo[2,3-c]pyridin-7-one C1N(CCC12CNCC2)CCC2CC(C2)OC2=C(C=C(C=C2)S(=O)(=O)CC)C=2C1=C(C(N(C2)C)=O)NC=C1